2-(cyanomethyl)-6-methylpiperazine-1-carboxylic acid benzyl ester C(C1=CC=CC=C1)OC(=O)N1C(CNCC1C)CC#N